N-(1,3-benzooxazol-7-ylmethyl)-5-(2-ethoxy-3-pyridinyl)-1-isopropyl-3-methyl-pyrazolo[4,3-b]pyridin-7-amine O1C=NC2=C1C(=CC=C2)CNC2=C1C(=NC(=C2)C=2C(=NC=CC2)OCC)C(=NN1C(C)C)C